(5-chloropyridin-2-yl)-2-phenylpropan-2-en-1-one ClC=1C=CC(=NC1)C(C(=C)C1=CC=CC=C1)=O